C(OC)(OCCC(F)F)=O methyl (3,3-difluoropropyl) carbonate